ClC1=CC(=C(S1)NC(OC(C)(C)C)=O)C=O tert-butyl (5-chloro-3-formylthiophen-2-yl)carbamate